C1(CCCCC1)C=1C=C(C=NC1)C(=O)OC methyl 5-cyclohexylpyridine-3-carboxylate